O(C1=CC=CC=C1)C1NC(CCC1N1C(C2=CC=CC=C2C1=O)=O)OC1=CC=CC=C1 2-(2,6-diphenoxypiperidin-3-yl)-1H-isoindole-1,3(2H)-dione